S(CCCO)CCCO 3,3'-Thiodipropanol